1-(4-(((1-(3-(2,3-dichlorophenyl)-1H-pyrazolo[3,4-b]pyrazin-6-yl)-4-methylpiperidin-4-yl)amino)methyl)pyridin-3-yl)dihydropyrimidine-2,4(1H,3H)-dione ClC1=C(C=CC=C1Cl)C1=NNC2=NC(=CN=C21)N2CCC(CC2)(C)NCC2=C(C=NC=C2)N2C(NC(CC2)=O)=O